C(C1=CC=CC=C1)C1(CN(CC1)S(=O)(=O)C=1C=NC=C(C1)C)C=1C=C2C=NN(C2=CC1C)C=1C=CC(N(C1)C)=O 5-(5-(3-benzyl-1-((5-methylpyridin-3-yl)sulfonyl)pyrrolidin-3-yl)-6-methyl-1H-indazol-1-yl)-1-methylpyridin-2(1H)-one